6-(2-hydroxy-4-chlorobenzylamino)-9-β-D-arabinofuranosylpurine OC1=C(CNC2=C3N=CN(C3=NC=N2)[C@H]2[C@@H](O)[C@H](O)[C@H](O2)CO)C=CC(=C1)Cl